5-(2-amino-5-fluoroquinazolin-7-yl)-3-hydroxy-2-isopropylphenyl hydrogen phosphate P(=O)(OC1=C(C(=CC(=C1)C1=CC(=C2C=NC(=NC2=C1)N)F)O)C(C)C)(O)[O-]